bicyclo[3.2.0]heptane-6-carboxylic acid methyl ester COC(=O)C1C2CCCC2C1